[Na].COC1=NC=CC(=C1)C=1C(=C2CCCC2=CC1)NC(=O)NS(=O)(=O)C1=NN(C(=C1)C(=O)N(C)C)C 3-(N-((5-(2-Methoxypyridin-4-yl)-2,3-dihydro-1H-inden-4-yl)carbamoyl)sulfamoyl)-N,N,1-trimethyl-1H-pyrazole-5-carboxamide, sodium Salt